N(=[N+]=[N-])CC(=O)C1=CC=CC=C1 2-azido-1-phenylethanone